1,22-diphenyldocosane C1(=CC=CC=C1)CCCCCCCCCCCCCCCCCCCCCCC1=CC=CC=C1